methyl 2-(1-(6-chloro-2-(4,5-dimethylfuran-2-yl)-9-(tetrahydro-2H-pyran-2-yl)-9H-purin-8-yl)piperidin-3-yl)acetate ClC1=C2N=C(N(C2=NC(=N1)C=1OC(=C(C1)C)C)C1OCCCC1)N1CC(CCC1)CC(=O)OC